2-cyano-3-(difluoromethoxy)-N-ethylbenzenesulfonamide C(#N)C1=C(C=CC=C1OC(F)F)S(=O)(=O)NCC